C(C)N1C2=C([C@H]([C@H](C1=O)NC(C1=CC(=CC=C1)C(F)(F)F)=O)C1=CC=C(C=C1)F)C(=NN2C2=CC=CC=C2)CO |o1:5,6| rel-N-((4R,5R)-7-ethyl-4-(4-fluorophenyl)-3-(hydroxymethyl)-6-oxo-1-phenyl-4,5,6,7-tetrahydro-1H-pyrazolo[3,4-b]pyridine-5-yl)-3-(trifluoromethyl)benzamide